COC1=CC=C(CN[C@@H]2C[C@H]3[C@H](C(OC3)=O)C2)C=C1 (3aS,5R,6aR)-5-((4-methoxybenzyl)amino)hexahydro-1H-cyclopenta[c]furan-1-one